2-(5-cyclopropyl-isoxazol-3-yl)morpholine 2-ethylhexyl-methacrylate C(C)C(COC(C(=C)C)=O)CCCC.C1(CC1)C1=CC(=NO1)C1CNCCO1